CC1=C(C=CC(=C1)Cl)OC(C)C(=O)O The molecule is a monocarboxylic acid that is lactic acid in which the hydroxyl hydrogen is replaced by a 4-chloro-2-methylphenyl group. It is an aromatic ether, a monocarboxylic acid and a member of monochlorobenzenes. It derives from a rac-lactic acid.